C(C)[C@H]1[C@H]([C@H]2[C@@H]3CC[C@H]([C@@H](C[C@@H](C(=O)O)C)C)[C@]3([C@H](C[C@@H]2[C@]2(CC[C@H](C[C@@H]12)O)C)O)C)O 6α-ethyl-23(S)-methyl-3α,7α,12α-trihydroxy-5β-cholan-24-oic acid